8-cyclopentyl-N-(3-fluoro-5-(1-(trifluoromethyl)-1H-pyrazol-4-yl)benzyl)-7H-purine-6-carboxamide C1(CCCC1)C1=NC2=NC=NC(=C2N1)C(=O)NCC1=CC(=CC(=C1)C=1C=NN(C1)C(F)(F)F)F